5-(4-methylsulfonylphenyl)-3-(3,4,5-trimethoxy-phenyl)pyridin-2-amine CS(=O)(=O)C1=CC=C(C=C1)C=1C=C(C(=NC1)N)C1=CC(=C(C(=C1)OC)OC)OC